8-[2-[4-amino-7-[(1R,2S,3R,4R)-2,3-dihydroxy-4-[(sulfamoylamino)methyl]-cyclopentyl]pyrrolo[2,3-d]pyrimidin-5-yl]ethynyl]-7-fluoro-4-methyl-2,3-dihydro-1,4-benzoxazine NC=1C2=C(N=CN1)N(C=C2C#CC2=C(C=CC=1N(CCOC12)C)F)[C@H]1[C@@H]([C@@H]([C@H](C1)CNS(N)(=O)=O)O)O